1-methylpiperazine-2-carboxylic acid methyl ester COC(=O)C1N(CCNC1)C